(6-(2-(aminomethyl)pyrimidin-5-yl)-2-isopropoxypyridin-3-yl)-5-methyl-3-phenylisoxazole-4-carboxamide hydrochloride Cl.NCC1=NC=C(C=N1)C1=CC=C(C(=N1)OC(C)C)NC(=O)C=1C(=NOC1C)C1=CC=CC=C1